3-(4-(ethylsulfonamido)phenyl)-5-((5-(2-methoxyethoxy)pyridin-2-yl)amino)-1H-pyrazole-4-carboxamide C(C)S(=O)(=O)NC1=CC=C(C=C1)C1=NNC(=C1C(=O)N)NC1=NC=C(C=C1)OCCOC